FC=1C=C(C=CC1OC)C1=CN=C2N1C=CN=C2NC2=CC(=C(C(=O)N[C@@H](CC1=CN=CN1)CO)C=C2)C 4-[[3-(3-fluoro-4-methoxy-phenyl)imidazo[1,2-a]pyrazin-8-yl]amino]-N-[(1S)-1-(hydroxymethyl)-2-(1H-imidazol-5-yl)ethyl]-2-methyl-benzamide